C(#N)[C@H](CC1=C(C=C(C=C1)C=1C=CC2=C(N(C(O2)=O)C)C1)F)NC(=O)[C@@H]1C[C@H]2[C@@H](N1)CCC2 (2S,3aS,6aS)-N-[(1S)-1-cyano-2-[2-fluoro-4-(3-methyl-2-oxo-1,3-benzoxazol-5-yl)phenyl]ethyl]-octahydrocyclopenta[b]pyrrole-2-carboxamide